2-[[(3R)-1-[1-(2,6-dibenzyloxy-3-pyridyl)-3-methyl-2-oxo-benzimidazol-4-yl]-3-piperidyl]oxy]acetic acid C(C1=CC=CC=C1)OC1=NC(=CC=C1N1C(N(C2=C1C=CC=C2N2C[C@@H](CCC2)OCC(=O)O)C)=O)OCC2=CC=CC=C2